boryldiglycolic acid BC(C(=O)O)OCC(=O)O